7-(2-(2-(methyl-d3)-8-methylimidazo[1,2-b]pyridazin-6-yl)-4-oxopyrido[1,2-a]pyrimidin-7-yl)-4,7-diazaspiro[2.5]octane-4-carboxylic acid tert-butyl ester C(C)(C)(C)OC(=O)N1C2(CC2)CN(CC1)C=1C=CC=2N(C(C=C(N2)C=2C=C(C=3N(N2)C=C(N3)C([2H])([2H])[2H])C)=O)C1